NC1=CC=C2C(=N1)CCC2NC([C@H](C)NC(=O)[C@@H]2NCC[C@H](C2)C2=CC(=C(C=C2)F)F)=O (2R,4R)-N-((2S)-1-((2-amino-6,7-dihydro-5H-cyclopenta[b]pyridin-5-yl)amino)-1-oxopropan-2-yl)-4-(3,4-difluorophenyl)piperidine-2-carboxamide